FC=1C=C(C=CC1NC1=NN2C=NC(=C(C2=N1)OC(C)C)C=1C=NNC1)S(=O)(=O)N1CC2(CCN(C2)C(=O)OC(C)(C)C)CC1 tert-butyl 7-(3-fluoro-4-{[8-isopropoxy-7-(1H-pyrazol-4-yl)-[1,2,4]triazolo[1,5-c]pyrimidin-2-yl]amino}benzenesulfonyl)-2,7-diazaspiro[4.4]nonane-2-carboxylate